2-(6-FLUOROPYRIDIN-3-YL)-4-METHYL-6-(4-(1-PHENYLETHYL)PIPERAZIN-1-YL)PYRIMIDINE FC1=CC=C(C=N1)C1=NC(=CC(=N1)C)N1CCN(CC1)C(C)C1=CC=CC=C1